C(C)(C)(C)OCCCCCCC1=C(C(C2=CC=CC(=C12)C1=CC=C(C=C1)C(C)(C)C)[Si](C)(C)C1C(=CC2=C(C=CC=C12)C1=CC=C(C=C1)C(C)(C)C)C(C)C)C (3-(6-(tert-butoxy)hexyl)-4-(4-(tert-butyl)phenyl)-2-methyl-1H-inden-1-yl)(4-(4-(tert-butyl)phenyl)-2-isopropyl-1H-inden-1-yl)dimethylsilane